N-methyl-2-[4-[6-[3-(6-methyl-2-pyridyl)-1H-pyrazol-4-yl]-1,5-naphthyridin-3-yl]pyrazol-1-yl]ethanamine CNCCN1N=CC(=C1)C=1C=NC2=CC=C(N=C2C1)C=1C(=NNC1)C1=NC(=CC=C1)C